(S)-3-(4-(4-((14-azido-3,6,9,12-tetraoxatetradecyl)oxy)naphthalen-1-yl)phenyl)-3-((S)-4-methyl-2-(4-((4-methylpyridin-2-yl)amino)butanamido)pentanamido)propanoic acid N(=[N+]=[N-])CCOCCOCCOCCOCCOC1=CC=C(C2=CC=CC=C12)C1=CC=C(C=C1)[C@H](CC(=O)O)NC([C@H](CC(C)C)NC(CCCNC1=NC=CC(=C1)C)=O)=O